FC1(CCN(CC1)C1=CC(=NC=N1)NC(C(=O)O)CCCCCCCC1=NC=2NCCCC2C=C1)F 2-((6-(4,4-difluoropiperidin-1-yl)pyrimidin-4-yl)amino)-9-(5,6,7,8-tetrahydro-1,8-naphthyridin-2-yl)nonanoic acid